trans-1-[[4-[(3S)-3-(5-cyano-3-pyridyl)isoxazolidine-2-carbonyl]cyclohexyl]methyl]indole-5-carboxamide C(#N)C=1C=C(C=NC1)[C@H]1N(OCC1)C(=O)[C@@H]1CC[C@H](CC1)CN1C=CC2=CC(=CC=C12)C(=O)N